(2S)-2-{[5-(cyclobutylmethoxy)-2-methyl-1-benzofuran-3-yl]formamido}propanamide C1(CCC1)COC=1C=CC2=C(C(=C(O2)C)C(=O)N[C@H](C(=O)N)C)C1